N-((6,7-Dichloro-3-(1-(tetrahydro-2H-pyran-2-yl)-1H-pyrazol-4-yl)-1H-indol-2-yl)methyl)thiazole-4-carboxamide ClC1=CC=C2C(=C(NC2=C1Cl)CNC(=O)C=1N=CSC1)C=1C=NN(C1)C1OCCCC1